4-(5-(4-((3-benzyl-9-methyl-4H,6H-thieno[2,3-e][1,2,4]triazolo[3,4-c][1,4]oxazepin-2-yl)ethynyl)-1H-pyrazol-1-yl)pent-1-yn-1-yl)-2-(2,6-dioxopiperidin-3-yl)isoindoline-1,3-dione C(C1=CC=CC=C1)C1=C(SC=2N3C(COCC21)=NN=C3C)C#CC=3C=NN(C3)CCCC#CC3=C2C(N(C(C2=CC=C3)=O)C3C(NC(CC3)=O)=O)=O